FC=1C=C(C=C(C1)F)C=1C(=C(C=CC1)C[C@@H]1NCC2(CC2)[C@@H]1NS(=O)(=O)CF)F N-[(6s,7s)-6-[[3-(3,5-difluorophenyl)-2-fluoro-phenyl]methyl]-5-azaspiro[2.4]heptane-7-yl]-1-fluoro-methanesulfonamide